CN1N=C(C=C1C(=O)N[C@@H](C)C1=CN=C(S1)C1=CC=CC=C1)C(F)(F)F (S)-1-methyl-N-(1-(2-phenylthiazol-5-yl)ethyl)-3-(trifluoromethyl)-1H-pyrazole-5-carboxamide